(S)-N-(3-(3,3-difluorocyclobutyl)-1,4-dimethyl-1H-pyrazol-5-yl)-2,2-difluorocyclopropane-1-carboxamide FC1(CC(C1)C1=NN(C(=C1C)NC(=O)[C@H]1C(C1)(F)F)C)F